ethyl 3-(4-cyclopropylpiperazin-1-yl)cyclobutane-1-carboxylate C1(CC1)N1CCN(CC1)C1CC(C1)C(=O)OCC